4-[(2-bromo-6-fluoro-phenyl)methyl]-4-cyano-piperidine-1-carboxylic acid tert-butyl ester C(C)(C)(C)OC(=O)N1CCC(CC1)(C#N)CC1=C(C=CC=C1F)Br